COC=1C=C(C(=O)N2CCN(CC2)CC#CC2=C3CN(C(C3=CC=C2)=O)C2C(NC(CC2)=O)=O)C=CC1[N+](=O)[O-] 3-(4-(3-(4-(3-methoxy-4-nitrobenzoyl)piperazin-1-yl)prop-1-yn-1-yl)-1-oxoisoindolin-2-yl)piperidine-2,6-dione